2-amino-6-borono-2-(2-(3-(trifluoromethyl)phenoxy)ethyl)hexanoic acid NC(C(=O)O)(CCCCB(O)O)CCOC1=CC(=CC=C1)C(F)(F)F